rac-(1r,2r,4s,5r,6s)-N-(3-chloro-5-(trifluoromethyl)phenyl)-6-hydroxy-4-(2-methoxypyridin-4-yl)-8-oxatricyclo[3.2.1.02,4]octane-2-carboxamide ClC=1C=C(C=C(C1)C(F)(F)F)NC(=O)[C@]12[C@H]3C[C@@H]([C@@H]([C@@]2(C1)C1=CC(=NC=C1)OC)O3)O |r|